2-[(S)-[(5S,7S)-7-Fluoro-5-(4-fluorophenyl)-6,7-dihydro-5H-pyrrolo[1,2-b][1,2,4]triazol-2-yl]sulfinyl]acetonitril F[C@H]1C[C@H](N2N=C(N=C21)[S@@](=O)CC#N)C2=CC=C(C=C2)F